3-fluorophenyl-acetylene FC=1C=C(C=CC1)C#C